C(C(C)C)NCC(=O)O N-(Isobutyl)glycin